(2s,3r)-2-amino-3-hydroxy-4-methylpentanoic acid N[C@H](C(=O)O)[C@@H](C(C)C)O